C(CC1=C(C(=CC(=C1)CC(C)C)C(C)(C)C)O)C1=C(C(=CC(=C1)CC(C)C)C(C)(C)C)O 2,2'-ethylenebis(4-isobutyl-6-tert-butylphenol)